2-Chloro-1-(4-cyclopropyl-2-fluorophenyl)ethane-1-one ClCC(=O)C1=C(C=C(C=C1)C1CC1)F